trans-3-(4-(7-bromoquinoxalin-2-yl)-1H-pyrazol-1-yl)cyclobutane-1-carboxylic acid methyl ester COC(=O)[C@@H]1C[C@H](C1)N1N=CC(=C1)C1=NC2=CC(=CC=C2N=C1)Br